FC=1C=C(C=CC1F)[C@H]1[C@@H](CN(C1)CCOC)NC(=O)NC=1C(=NN(C1C)CC(F)(F)F)C1=CC=CC=C1 1-((3S,4R)-4-(3,4-difluorophenyl)-1-(2-methoxyethyl)pyrrolidin-3-yl)-3-(5-methyl-3-phenyl-1-(2,2,2-trifluoroethyl)-1H-pyrazol-4-yl)urea